C(C)(C)N1C=2N(C3=C(C1=O)C=NC(=N3)NC3=CC=C(C=C3)N3CCN(CC3)C)CCN2 6-isopropyl-2-((4-(4-methylpiperazin-1-yl)phenyl)amino)-8,9-dihydroimidazo[1,2-a]pyrimido[5,4-e]pyrimidin-5(6H)-one